7-chloro-1-(5-hydroxypyridin-3-yl)-4-(methylamino)quinazolin-2(1H)-one ClC1=CC=C2C(=NC(N(C2=C1)C=1C=NC=C(C1)O)=O)NC